C1(CCCCC1)C(COC)(COC)CCC(Cl)(F)F 2-cyclohexyl-2-(3,3-difluoro-3-chloropropyl)-1,3-dimethoxypropane